C1=CC=CC=2C3=CC=CC=C3C(=CC12)C1=CC=C(C=C1)N(C1=CC=2C(C3=CC=CC=C3C2C=C1)(C1=CC=CC=C1)C1=CC=CC=C1)C1=CC=C(C=C1)C=1C2=CC=CC=C2C=2C=CC=CC2C1 N,N-bis(4-(phenanthren-9-yl)phenyl)-9,9-diphenyl-9H-fluoren-2-amine